methylpiperazin-1-formate COC(=O)N1CCNCC1